COC(=O)C1=C(C(=NC(=C1)NC(=O)OC(C)(C)C)C1=CC=C(C=C1)C#N)F 6-((tert-butoxycarbonyl)amino)-2-(4-cyanophenyl)-3-fluoropyridine-4-carboxylic acid methyl ester